ClC1=NN2C(C=N1)=C(N=C2C(C)C)F 2-Chloro-5-fluoro-7-isopropylimidazo[4,3-f][1,2,4]triazine